C1(=CCCCC1)C=1C(=NC=C(C(=O)O)C1O)C 5-(cyclohex-1-en-1-yl)-4-hydroxy-6-methylnicotinic acid